F[B-](F)(F)F.C(C)OC1=CC(CC(C1)(C)C)=[O+]CC (E)-(3-ethoxy-5,5-dimethyl-cyclohex-2-en-1-ylidene)-ethyl-oxonium tetrafluoroborate